(2R)-N-(4-(tert-butyl)phenyl)-N-(1-(5-chloropyridin-3-yl)-2-(cyclohexylamino)-2-oxoethyl)pyrrolidine-2-carboxamide C(C)(C)(C)C1=CC=C(C=C1)N(C(=O)[C@@H]1NCCC1)C(C(=O)NC1CCCCC1)C=1C=NC=C(C1)Cl